(S)-N-methyl-2-(6-methyl-4-(trifluoromethyl)pyridin-2-yl)-N-(m-tolyl)isothiazolidine-3-carboxamide 1,1-dioxide CN(C(=O)[C@H]1N(S(CC1)(=O)=O)C1=NC(=CC(=C1)C(F)(F)F)C)C=1C=C(C=CC1)C